C[N+](CCCS(=O)(=O)[O-])(CCCNC(C(=C)C)=O)C dimethyl-(3-methacryloylaminopropyl)(3-sulfonatopropyl)aminium